Bisphenol-A Carbonate C(O)(O)=O.OC1=CC=C(C=C1)C(C)(C)C1=CC=C(C=C1)O